[K+].O=C([C@H](O)[C@@H](O)[C@H](O)[C@H](O)C(=O)[O-])O glucaric acid monopotassium salt